(2E)-N-isopropyldodeca-2-en-1-imine oxide C(C)(C)[N+](=C\C=C\CCCCCCCCC)[O-]